ClC1=CC=C2CCC(CC2=C1)N1CCC2=C(CC1)N=C(N2)C2=CC(=CC=C2)Cl 6-(7-chloro-1,2,3,4-tetrahydronaphthalen-2-yl)-2-(3-chlorophenyl)-1,4,5,6,7,8-hexahydroimidazo[4,5-d]azepine